(2-hydroxyethyl)-4-methylpyridine iodide [I-].OCCC1=NC=CC(=C1)C